F[B-](F)(F)F.CC=1N(C(=NC1)C)CCO dimethyl-3-hydroxyethylimidazole tetrafluoroborate